C1(=CC=CC=C1)C12CCCCC2O1 1-phenyl-7-oxa-bicyclo[4.1.0]Heptane